3-(4-(2-hydroxypropan-2-yl)piperidin-1-yl)-N-((2-(6-(4-(2-hydroxypropan-2-yl)piperidin-1-yl)pyridin-2-yl)-1,6-naphthyridin-7-yl)methyl)-5-(methylsulfonyl)benzamide OC(C)(C)C1CCN(CC1)C=1C=C(C(=O)NCC2=NC=C3C=CC(=NC3=C2)C2=NC(=CC=C2)N2CCC(CC2)C(C)(C)O)C=C(C1)S(=O)(=O)C